2-methoxy-4-(trifluoromethyl)benzene COC1=CC=CC(=C1)C(F)(F)F